ClC=1C=C(C=C2C(N(C=3N(C12)C(CN3)C#CCO)CC=3C=NN(C3)C)=O)S(=O)(=O)NC3(CC3)C 9-chloro-1-(3-hydroxyprop-1-yn-1-yl)-N-(1-methylcyclopropyl)-4-[(1-methylpyrazol-4-yl)methyl]-5-oxo-1H,2H-imidazo[1,2-a]quinazoline-7-sulfonamide